2-(7-Chloro-1H-indole-2-carbonyl)-N-[(1S)-1-cyano-2-[(3S)-2-oxo-3-piperidyl]ethyl]-2-azaspiro[4.5]decane-3-carboxamide ClC=1C=CC=C2C=C(NC12)C(=O)N1CC2(CC1C(=O)N[C@@H](C[C@H]1C(NCCC1)=O)C#N)CCCCC2